3-(chloromethyl)-4-methyl-1,2,4-triazole ClCC1=NN=CN1C